1,5-Anhydro-2,4-dideoxy-2-[({3-oxo-2-(pyridin-3-yl)-6-[4-(trifluoromethoxy)phenyl]-2,3-dihydropyridazin-4-yl}carbonyl)amino]-D-erythro-pentitol O=C1N(N=C(C=C1C(=O)N[C@H]1COCC[C@H]1O)C1=CC=C(C=C1)OC(F)(F)F)C=1C=NC=CC1